2-cyclobutyl-4-[[5-(4-hydroxy-1-piperidyl)-2-pyridyl]amino]-6H-1,6-naphthyridin-5-one C1(CCC1)C1=NC=2C=CNC(C2C(=C1)NC1=NC=C(C=C1)N1CCC(CC1)O)=O